COC=1C=C(CNC2=C3N=CN(C3=NC(=N2)C=2C=NC=C(C2)OC)[C@H]2[C@@H]([C@@H]([C@H](O2)C(=O)NC)O)O)C=CC1 (2S,3S,4R,5R)-5-(6-(3-methoxybenzylamino)-2-(5-methoxypyridin-3-yl)-9H-purin-9-yl)-3,4-dihydroxyl-N-methyl-tetrahydrofuran-2-formamide